5-(4-chloro-2-fluorophenyl)-2,3-dimethyl-7-(6-(1-methyl-1H-pyrazol-4-yl)-3,6-dihydro-2H-pyran-4-yl)pyrido[4,3-d]pyrimidin-4(3H)-one ClC1=CC(=C(C=C1)C1=NC(=CC=2N=C(N(C(C21)=O)C)C)C=2CCOC(C2)C=2C=NN(C2)C)F